CC(COC(C1=CC=C(C=C1)O)=O)C 2-methylpropyl-4-hydroxybenzoate